1-isopropyl-4-methyl-2-(2-nitrophenoxy)benzene C(C)(C)C1=C(C=C(C=C1)C)OC1=C(C=CC=C1)[N+](=O)[O-]